CC1=C(C=O)C(=CC=C1OC)C 2,6-DIMETHYL-3-METHOXYBENZALDEHYDE